N-(4-fluorobenzyl)-1-(3-fluoro-4-{6-methoxy-7-[3-(4-methyl-1-piperidinyl)propoxy]quinolin-4-yloxy}phenyl)-4-methyl-6-oxo-1,6-dihydropyridazine-3-carboxamide FC1=CC=C(CNC(=O)C2=NN(C(C=C2C)=O)C2=CC(=C(C=C2)OC2=CC=NC3=CC(=C(C=C23)OC)OCCCN2CCC(CC2)C)F)C=C1